NC=1C(NC2=C3C(=C(C=C2C1C1=CC(=CC=C1)OC)C1=CC=CC=C1)C=CC=C3)=O 3-amino-4-(3-methoxyphenyl)-6-phenyl-1H-benzo[h]quinolin-2-one